ClC1=C(C(=CC=C1)F)C1=NOC(=C1C=1SC=CN1)C=1C=NN(C1C(F)(F)F)CC(C)(O)[2H] 1-{4-[3-(2-chloro-6-fluorophenyl)-4-(1,3-thiazol-2-yl)-1,2-oxazol-5-yl]-5-(trifluoromethyl)-1H-pyrazol-1-yl}(2-2H)propan-2-ol